NCC(CC)(CN)CN 1-amino-2,2-bis(aminomethyl)butane